FC1(CC(CC1)CN1N=C(C(=C1C(=O)NC1=CC(=NC=C1)C(=O)N)OC)C(C)(F)F)F 4-(1-((3,3-difluorocyclopentyl)methyl)-3-(1,1-difluoroethyl)-4-methoxy-1H-pyrazole-5-carboxamido)picolinamide